tert-butyl (R)-(2-(((3-(2-((6-fluoro-2-methylpyridin-3-yl)oxy)-4-(trifluoromethyl)benzamido)phenyl)(methyl)(oxo)-λ6-sulfaneylidene)amino)-2-oxoethyl)(methyl)carbamate FC1=CC=C(C(=N1)C)OC1=C(C(=O)NC=2C=C(C=CC2)[S@](=O)(C)=NC(CN(C(OC(C)(C)C)=O)C)=O)C=CC(=C1)C(F)(F)F